FC=1C=C(C=C(C1)OCC1CCOCC1)C1=CC=2C(=NC=CC2C=2C=C3C(=NNC3=CC2)N)N1 5-(2-(3-Fluoro-5-((tetrahydro-2H-pyran-4-yl)methoxy)phenyl)-1H-pyrrolo[2,3-b]pyridine-4-yl)-1H-indazol-3-amine